BrC=1N(C=CC1)S(=O)(=O)C1=CC=C(C=C1)C 2-bromo-1-(4-methylbenzenesulfonyl)pyrrole